C(C)(C)(C)C1=C(C=C(OC2CC(C2)NC(O)=O)C=C1F)F ((1r,3r)-3-(4-(tert-butyl)-3,5-difluorophenoxy)cyclobutyl)carbamic acid